CNCCNC N,N'-dimethylethylendiamine